((2-oxabicyclo[3.1.1]heptan-1-yl)methyl)-1-(5-(5-chloro-2-methoxypyridin-4-yl)-1H-pyrazole-3-carbonyl)piperidine-4-carboxamide C12(OCCC(C1)C2)CC2N(CCC(C2)C(=O)N)C(=O)C2=NNC(=C2)C2=CC(=NC=C2Cl)OC